The molecule is a member of the class of anthracyclines that is beta-rhodomycin lacking the phenolic hydroxy group at position 11. It is an aminoglycoside, an anthracycline, a deoxy hexoside, a monosaccharide derivative, a polyphenol and a member of p-quinones. It is a tautomer of an 11-deoxy-beta-rhodomycin zwitterion. CC[C@]1(C[C@@H](C2=C(C3=C(C=C2[C@H]1O)C(=O)C4=C(C3=O)C(=CC=C4)O)O)O[C@H]5C[C@@H]([C@@H]([C@@H](O5)C)O)N(C)C)O